1-benzyl-5-chloro-3-(1-cyanovinyl)-2-oxoindolin-3-ylcarbonate C(C1=CC=CC=C1)N1C(C(C2=CC(=CC=C12)Cl)(C(=C)C#N)OC([O-])=O)=O